6-ethyl-8-((2-fluorophenyl)thio)-2,4-dimethyl-pyrimido[4,5-c]isoquinoline-1,3,7,10(2H,4H)-tetraone C(C)C1=NC2=C(C=3C(C=C(C(C13)=O)SC1=C(C=CC=C1)F)=O)C(N(C(N2C)=O)C)=O